C(C)N(C1CCCCC1)[SiH3] N-ethyl-cyclohexylaminosilane